C(CCCCCCCCCCC)N1C=[N+](C=C1)C 1-Dodecyl-3-methylimidazolium